6,7-dimethoxy-9-(6-(methyl(1-methyl-5-(methylthio)-1H-1,2,4-triazol-3-yl)amino)pyridin-3-yl)naphtho[2,3-c]furan-1(3H)-one COC1=CC2=CC3=C(C(OC3)=O)C(=C2C=C1OC)C=1C=NC(=CC1)N(C1=NN(C(=N1)SC)C)C